2,2-dimethyl-1,3-di-n-propyloxy-propane CC(COCCC)(COCCC)C